hydroxybenzazole OC=1NC2=C(C1)C=CC=C2